methyl 1-[(5-chloropyridin-2-yl)sulfonyl]cyclopropane-1-carboxylate ClC=1C=CC(=NC1)S(=O)(=O)C1(CC1)C(=O)OC